(S)-N-(4-((5S,7R)-6-(3-((tert-butyldiphenylsilyl)oxy)-2,2-difluoropropyl)-7-methyl-5,6,7,8-tetrahydro-[1,3]dioxolano[4,5-g]isoquinolin-5-yl)-3,5-difluorophenyl)pyrrolidin-3-amine-5-d [Si](C1=CC=CC=C1)(C1=CC=CC=C1)(C(C)(C)C)OCC(CN1[C@@H](C=2C=C3C(=CC2C[C@H]1C)OCO3)C3=C(C=C(C=C3F)N[C@@H]3CNC(C3)[2H])F)(F)F